N-(3-bromophenyl)-2-methylpropanamide CC(C)C(=O)NC1=CC(=CC=C1)Br